p-undecyl-phenol C(CCCCCCCCCC)C1=CC=C(C=C1)O